NCCC[SiH](OC(C)(C)C)OC aminopropyltrimethyl-dimethoxysilane